COC=1C=2C=C3N(C2C=CC1)CCN(C3)CCCOC3=CC=C1CCC(NC1=C3)=O 7-(3-(9-methoxy-3,4-dihydropyrazino[1,2-a]indol-2(1H)-yl)propoxy)-3,4-dihydroquinolin-2(1H)-one